methyl 1-(5-((4-isopropoxy-3-(trifluoromethyl)-benzyl)oxy)-2,3-dihydro-1H-inden-1-yl)azetidine-3-carboxylate C(C)(C)OC1=C(C=C(COC=2C=C3CCC(C3=CC2)N2CC(C2)C(=O)OC)C=C1)C(F)(F)F